(S)-2'-(1H-1,3-benzodiazol-2-yl)-6'-chloro-4-{[1-(2-chlorophenyl)butyl]carbamoyl}-[1,1'-biphenyl]-2-carboxylic acid N1C(=NC2=C1C=CC=C2)C2=C(C(=CC=C2)Cl)C=2C(=CC(=CC2)C(N[C@@H](CCC)C2=C(C=CC=C2)Cl)=O)C(=O)O